C12CC3C(C(NC(C1O)C3)C2)O 6-azaadamantane-4,8-diol